C(C)O[SiH](OCC)OCC R-triethoxysilane